[Na].BrCCCCS(=O)(=O)O 4-bromobutanesulfonic acid sodium